OCCC(C)NC(=O)C1=CC2=CC=CC(=C2C=C1)OC1=CC=C(C=C1)C(F)(F)F N-(3-hydroxy-1-methyl-propyl)-5-[4-(trifluoromethyl)phenoxy]naphthalene-2-carboxamide